C(C)OC([C@@H](NC(\C(=C\C)\C)=O)CCCCNC(\C=C\C1=CC=C(C=C1)OC)=O)=O.N1=CC(=CC=C1)CCCCCCCNC(CC)=O N-[7-(pyridin-3-yl)heptyl]propionamide ethyl-N6-((E)-3-(4-methoxyphenyl)acryloyl)-N2-((E)-2-methylbut-2-enoyl)lysinate